C1(=CC=CC=C1)C(=NC(C1=CC=CC=C1)C1=CC=CC=C1)C1=CC=CC=C1 N-(diphenylmethylene)-1,1-diphenylmethanamine